OB1OC2=C(C1)C=CC(=C2)NC2=NC=C(C(=N2)NC2COCCC2C#N)C 3-[[2-[(2-hydroxy-1,2-benzoxaborole-6-yl)amino]-5-methyl-pyrimidin-4-yl]amino]tetrahydropyran-4-carbonitrile